(2,2,2-trifluoroethyl) phosphate P(=O)(OCC(F)(F)F)([O-])[O-]